BrC1=CC(=C2C(=N1)C=NN2C(C)C)N[C@H]2COCC2 (R)-5-bromo-1-isopropyl-N-(tetrahydrofuran-3-yl)-1H-pyrazolo[4,3-b]pyridin-7-amine